CN1CC[C@]23[C@@H]4C(=O)C[C@@H]([C@]2([C@H]1CC5=C3C(=C(C=C5)OC)O4)O)O 8β,14-dihydroxy-7,8-dihydrocodeinone